NC1=C(C=CC(=C1)N1CCCC1)C(=O)C1=C(N(C(=C1)C)C1=CC=C(C=C1)Cl)C (2-amino-4-(pyrrolidin-1-yl)phenyl)(1-(4-chlorophenyl)-2,5-dimethyl-1H-pyrrol-3-yl)methanone